OC1=CC=C(C=C1)C(C)(C)C1=CC=C(C=C1)O.C(O)(O)=O carbonate compound with bisphenol A